C(C)C(CC)C1=NC=2N(C(=C1)N[C@@H]1C[C@H](CC1)NCC(C)N1CCN(CC1)CCNC(OCC1=CC=CC=C1)=O)N=CC2 benzyl N-[2-[4-[2-[[(1S,3S)-3-[[5-(1-ethylpropyl)pyrazolo[1,5-a]pyrimidin-7-yl]amino]cyclopentyl]amino]-1-methyl-ethyl]piperazin-1-yl]ethyl]carbamate